ClC1=CC2=C(C=N1)C(=NN2C2=NC(=CC=C2)C2(CNC2)F)C 6-chloro-1-(6-(3-fluoroazetidin-3-yl)pyridin-2-yl)-3-methyl-1H-pyrazolo[4,3-c]pyridine